CNC1=CC2=C(C(N(N=C2C(C)C)C2(CC2)C(=O)NC2=NC=CC=N2)=O)S1 1-[2-(Methylamino)-7-oxo-4-(propan-2-yl)-6H,7H-thieno[2,3-d]pyridazin-6-yl]-N-(pyrimidin-2-yl)cyclopropane-1-carboxamide